NC=1C=C(C=C2C=C(N=NC12)NC(=O)[C@H]1[C@H](C1)F)C=1C=NC=CC1C#N (1S,2S)-N-[8-amino-6-(4-cyano-3-pyridyl)cinnolin-3-yl]-2-fluoro-cyclopropanecarboxamide